ClC1=C(C=C(C=C1)F)C1NC(C2=C1C(=CC1=C(N(N=C21)C)C(O)C2CC2)C2=C(C(=O)N)C=C(C=C2F)C(F)(F)F)=O [6-(2-chloro-5-fluorophenyl)-3-[cyclopropyl-(hydroxy)methyl]-2-methyl-8-oxo-7,8-dihydro-6H-pyrrolo[4,3-g]indazol-5-yl]-3-fluoro-5-(trifluoromethyl)benzamide